cyclohexane-1,3,5-tripropionic acid C1(CC(CC(C1)CCC(=O)O)CCC(=O)O)CCC(=O)O